(1R,3R)-5-(2-((1R,3aS,7aR,E)-1-((S)-1-((R)-3-(1,1-difluoroethyl)pyrrolidine-1-yl)propan-2-yl)-7a-methyloctahydro-4H-inden-4-ylidene)ethylidene)cyclohexane-1,3-diol FC(C)(F)[C@H]1CN(CC1)C[C@@H](C)[C@H]1CC[C@H]2\C(\CCC[C@]12C)=C\C=C1C[C@H](C[C@@H](C1)O)O